1-(2-methoxyethyl)indoline-5-amine COCCN1CCC2=CC(=CC=C12)N